C1(CC1)[C@@H](C)N1N=CC=2C1=NC(=NC2)C(=O)NC2(CC2)C2=CC=C(C=C2)C2=CN=CN(C2=O)C(C)C (R)-1-(1-cyclopropylethyl)-N-(1-(4-(1-i-propyl-6-oxo-1,6-dihydropyrimidin-5-yl)phenyl)cyclopropyl)-1H-pyrazolo[3,4-d]pyrimidine-6-carboxamide